CC1=NC(=CC(=C1)CNC(C1=CN=CC(=C1N1CC2(CCN2)CC1)C1=CC(=C(C=C1)F)Cl)=O)C N-[(2,6-dimethyl-4-pyridyl)methyl]-5-(3-chloro-4-fluorophenyl)-4-(1,6-diaza-6-spiro[3.4]octyl)nicotinamide